methyl (1R,2S,5S)-3-((S)-3,3-dimethyl-2-(oxetan-3-ylamino)butanoyl)-6,6-dimethyl-3-azabicyclo[3.1.0]hexane-2-carboxylate CC([C@@H](C(=O)N1[C@@H]([C@H]2C([C@H]2C1)(C)C)C(=O)OC)NC1COC1)(C)C